FC(S(=O)(=O)NC1=CC(=C(OC=2N=C(SC2C2=NC(=NC=C2)N[C@@H]2CN(C[C@H](C2)F)C(=O)OC(C)(C)C)C)C=C1C)F)F tert-butyl (3S,5S)-3-[[4-[4-[4-(difluoromethylsulfonylamino)-2-fluoro-5-methyl-phenoxy]-2-methyl-thiazol-5-yl]pyrimidin-2-yl]amino]-5-fluoro-piperidine-1-carboxylate